C(#N)C1=CC=C(C=C1)C=1C=C(NC1C1=CC=C(C=C1)C)C(=O)NN 4-(4-cyanophenyl)-5-(p-tolyl)-1H-pyrrole-2-carbohydrazide